[(3aR,4R,6S,6aS)-4-(4-chloropyrrolo[2,3-d]pyrimidin-7-yl)-2,2-dimethyl-3a,4,6,6a-tetrahydrofuro[3,4-d][1,3]dioxol-6-yl]-(4-chloro-3-fluoro-phenyl)methanone ClC=1C2=C(N=CN1)N(C=C2)[C@@H]2O[C@@H]([C@H]1OC(O[C@H]12)(C)C)C(=O)C1=CC(=C(C=C1)Cl)F